t-hexyl benzoate C(C1=CC=CC=C1)(=O)OC(C)(C)CCC